Tert-butyl 5-(2-{1-[3-cyano-5-(difluoromethyl) phenyl] pyrazol-4-yl}propanamido)-3-cyclopropylpyrazole-1-carboxylate C(#N)C=1C=C(C=C(C1)C(F)F)N1N=CC(=C1)C(C(=O)NC1=CC(=NN1C(=O)OC(C)(C)C)C1CC1)C